C(CCC)OOC(C)=O butylperoxyacetate